methyldi-phenylsulfonium tetrafluoroborate F[B-](F)(F)F.C[S+](C1=CC=CC=C1)C1=CC=CC=C1